pyridin-3-yl-4-((tetrahydrofuran-2-ylmethoxy)-6,7-dihydro-5H-pyrrolo[2,3-d]pyrimidin-2-yl)morpholine N1=CC(=CC=C1)C1N(CCOC1)C=1N=C(C2=C(N1)NCC2)OCC2OCCC2